di-tert-butyl-(2R,4R)-4-((6-chloro-3-fluoro-4-iodopyridin-2-yl) methyl)-2-methylpiperidine-1,4-dicarboxylate C(C)(C)(C)OC(=O)N1[C@@H](C[C@@](CC1)(C(=O)OC(C)(C)C)CC1=NC(=CC(=C1F)I)Cl)C